NC=1NC(C=2N(C(N(C2N1)[C@@H]1O[C@@H]([C@@H]([C@H]1O)O)CO)=O)CC#C)=O 2-Amino-9-((2R,3R,4R,5R)-3,4-dihydroxy-5-(hydroxymethyl)tetrahydrofuran-2-yl)-7-(prop-2-yn-1-yl)-7,9-dihydro-1H-purin-6,8-dion